2-trifluoromethyl-1H-pyrazole-4-carboxamide FC(N1NC=C(C1)C(=O)N)(F)F